4-(4-chlorophenyl)-N-(5-hydroxypyridin-2-yl)piperidine-1-carboxamide ClC1=CC=C(C=C1)C1CCN(CC1)C(=O)NC1=NC=C(C=C1)O